2-hydroxy-4-(3-methacryloyloxy-1-hydroxypropoxy)benzophenone OC1=C(C(=O)C2=CC=CC=C2)C=CC(=C1)OC(CCOC(C(=C)C)=O)O